(3R,4R,5S)-4-acetylamino-5-bis(4-methoxybenzyl)amino-3-(1-ethylpropoxy)-1-cyclohexene C(C)(=O)N[C@H]1[C@@H](C=CC[C@@H]1N(CC1=CC=C(C=C1)OC)CC1=CC=C(C=C1)OC)OC(CC)CC